C1(CC1)C1=C(C(=NO1)C1=C(C=CC=C1Cl)Cl)C=COC 5-cyclopropyl-3-(2,6-dichlorophenyl)-4-(2-methoxyvinyl)isoxazole